tri-magnesium silicate [Si]([O-])([O-])([O-])[O-].[Mg+2].[Mg+2].[Mg+2]